C12CN(CC2C1)C1=NC=CC2=C1N=C(N=C2)NC=2C(N(C=1CCN(CC1C2)C)C)=O 3-((8-(3-azabicyclo[3.1.0]hex-3-yl)pyrido[3,4-d]pyrimidin-2-yl)amino)-1,6-di-methyl-5,6,7,8-tetrahydro-1,6-naphthyridin-2(1H)-one